tert-butyl (S)-(5-methyl-4-oxo-7-(4,4,5,5-tetramethyl-1,3,2-dioxaborolan-2-yl)-2,3,4,5-tetrahydrobenzo[b][1,4]oxazepin-3-yl)carbamate CN1C2=C(OC[C@@H](C1=O)NC(OC(C)(C)C)=O)C=CC(=C2)B2OC(C(O2)(C)C)(C)C